NN1C(NC(C=C1C(F)(F)F)=O)=O 3-amino-2,6-dioxo-4-(trifluoromethyl)-3,6-dihydropyrimidine